[Se].[B].[Li] lithium-boron-selenium